N2,N4-bis((S)-1,1,1-trifluorobutan-2-yl)-6-(3-(trifluoromethyl)-1H-pyrazol-1-yl)-1,3,5-triazine-2,4-diamine FC([C@H](CC)NC1=NC(=NC(=N1)N[C@H](C(F)(F)F)CC)N1N=C(C=C1)C(F)(F)F)(F)F